tert-butyl 4-[[1-(2-methoxy-2-oxo-ethyl)triazol-4-yl]methyl]-3-oxo-piperazine-1-carboxylate COC(CN1N=NC(=C1)CN1C(CN(CC1)C(=O)OC(C)(C)C)=O)=O